[Na].C12=CC=CC3=CC=CC(=C13)NS2(=O)=O 8-naphthalenesultam sodium salt